5-((3-((dimethylamino)methyl)phenoxy)methyl)tetrahydrofuran-3,4-diol CN(C)CC=1C=C(OCC2C(C(CO2)O)O)C=CC1